NC1=NC(=NC=C1CO)SC (4-amino-2-(methylthio)pyrimidin-5-yl)methanol